CC1=NC(=CC=C1)\C=C\C1=CC=CC=C1 (E)-2-methyl-6-(2-phenylethenyl)pyridine